N-(4-chlorophenyl)-1-methyl-9-(1-methyl-1H-pyrazol-4-yl)-6,7-dihydro-5H-benzo[c][1,2,3]triazolo[1,5-a]azepin-7-amine ClC1=CC=C(C=C1)NC1C2=C(C=3N(CC1)N=NC3C)C=CC(=C2)C=2C=NN(C2)C